ClC=1C=C(C(=O)N[C@@H]2CC23CCN(CC3)CC(=O)C3=CC=C(C=C3)F)C=C(C1)F (R)-3-chloro-5-fluoro-N-(6-(2-(4-fluorophenyl)-2-oxoethyl)-6-azaspiro[2.5]oct-1-yl)benzamide